N-hydroxy-p-trifluoromethylbenzimidoyl chloride ON=C(C1=CC=C(C=C1)C(F)(F)F)Cl